tris(tert-pentoxy)indium (III) C(C)(C)(CC)O[In](OC(C)(C)CC)OC(C)(C)CC